((benzyloxy)carbonyl)-O-(3-nitropropyl)-L-serine methyl ester COC([C@@H](NC(=O)OCC1=CC=CC=C1)COCCC[N+](=O)[O-])=O